NC1C=C(C(=CC1=NC1=CC=C(C=C1)N(CCO)CCO)NC1=CC=C(C=C1)NCCCN1C=[N+](C=C1)C)O 3-{3-[4-(4-amino-5-{4-[bis(2-hydroxyethyl)amino]phenylimino}-2-hydroxyphenylamino)phenylamino]propyl}-1-methyl-3H-imidazol-1-ium